1-(3-chloro-4-fluorobenzyl)-3-(3,5-dimethylisoxazol-4-yl)-4-oxo-4H-pyrido[1,2-a]pyrimidinium ClC=1C=C(C[N+]2=C3N(C(C(=C2)C=2C(=NOC2C)C)=O)C=CC=C3)C=CC1F